FC(OC1=CC=CC(=N1)C(=O)N(C)OC)F 6-(difluoromethoxy)-N-methoxy-N-methylpicolinamide